3-(4-(((5-(azepan-1-ylmethyl)furan-2-yl)methyl)thio)-1-oxoisoindolin-2-yl)piperidine-2,6-dione N1(CCCCCC1)CC1=CC=C(O1)CSC1=C2CN(C(C2=CC=C1)=O)C1C(NC(CC1)=O)=O